2-Nitro-4,5-difluorobenzaldehyde [N+](=O)([O-])C1=C(C=O)C=C(C(=C1)F)F